tert-butyl (5aR,9aR)-3-amino-4-cyano-5a,6,9a,10-tetrahydro-7H-dipyrido[3,2-b:3',4'-e][1,4]oxazine-8(9H)-carboxylate NC1=C(C=2O[C@H]3[C@H](NC2N=C1)CN(CC3)C(=O)OC(C)(C)C)C#N